COC(=O)C=1C(N(C2=CC(=CC=C2C1N)I)C1=C2C=CN=CC2=CC=C1)=O 4-Amino-7-iodo-1-(isoquinolin-5-yl)-2-oxo-1,2-dihydroquinoline-3-carboxylic acid methyl ester